2'-chloro-N-(5-((1R,2S)-2-fluorocyclopropyl)-1,3,4-thiadiazol-2-yl)-5'-methoxy-6-methyl-(4,4'-bipyridine)-3-carboxamide ClC1=NC=C(C(=C1)C1=C(C=NC(=C1)C)C(=O)NC=1SC(=NN1)[C@H]1[C@H](C1)F)OC